2-(Diphenylmethyleneamino)-4-cyclopropyl-butyric acid ethyl ester C(C)OC(C(CCC1CC1)N=C(C1=CC=CC=C1)C1=CC=CC=C1)=O